zirconium diisobutoxide dibromide [Br-].[Br-].CC(C)C[O-].CC(C)C[O-].[Zr+4]